C(#N)C1=CC2=C(N=C3N2[C@H]2C4=C(C(N([C@@H]3C2)C([2H])([2H])[2H])=O)C=CC=C4C#CC4CN(C4)C(=O)OC(C)(C)C)C=C1 tert-butyl 3-(((7R,14R)-11-cyano-6-(methyl-d3)-5-oxo-5,6,7,14-tetrahydro-7,14-methanobenzo[f]benzo[4,5]imidazo[1,2-a][1,4]diazocin-1-yl)ethynyl)azetidine-1-carboxylate